2,6-diaminonaphthalenenicotinic Acid NC1=C(C2=CC=C(C=C2C=C1)N)C1=CC=NC=C1C(=O)O